(2-aminoethyl)-5-(2-methyl-3-pyridinyl)-1H-indole-4,7-dione NCCN1C=CC=2C(C(=CC(C12)=O)C=1C(=NC=CC1)C)=O